[N+](=O)([O-])C1=C(C=CC=C1)C1=CC=CC=2C3=CC=CC=C3NC12 (2-nitrophenyl)-9H-carbazole